C(C1=CC=CC=C1)N1CCN(CCCN(CC1)CC=1C(=C(C(=O)N)C=C(C1)C)O)CC=1C(=C(C(=O)N)C=C(C1)C)O 3,3'-[(4-benzyl-1,4,7-triazecane-1,7-diyl)bis(methylene)]bis(2-hydroxy-5-methylbenzamide)